rac-(3aR,5R,7S,7aR)-1-isopropyl-3,3,7-trimethyl-5-(o-tolyl)octahydrobenzo[c]isoxazole C(C)(C)N1OC([C@H]2[C@H]1[C@H](C[C@H](C2)C2=C(C=CC=C2)C)C)(C)C |r|